2,3,4,5-tetrahydro-[1H]oxepine O1CCCCC=C1